C12C(=CC(C(C1)C(=O)O)C2)C(=O)O norbornene-2,5-dicarboxylic acid